COC(C1=C(C=CC=C1)CCC(=O)C1=CC(=CC=C1)C=CC1=NC2=CC(=CC=C2C=C1)Cl)=O 2-[3-[3-[2-(7-chloro-2-quinolyl)vinyl]phenyl]-3-oxopropyl]benzoic acid methyl ester